N1=C(C=CC=C1)C1=NC(=CC(=C1)C1=CC=C(C=O)C=C1)C1=NC=CC=C1 4-([2,2':6',2''-terpyridin]-4'-yl)benzaldehyde